C(C1=CC=CC=C1)OC1=C(N2C(C3=CC(=CC=C13)C1=CC=C3C=CN(C3=C1)C(=O)OC(C)(C)C)=NC=N2)C(=O)OC Methyl 6-(benzyloxy)-9-(1-(tert-butoxycarbonyl)-1H-indol-6-yl)-[1,2,4]triazolo[5,1-a]isoquinoline-5-carboxylate